N-{8-fluoro-2-methylimidazo[1,2-a]pyridin-6-yl}-3-methoxy-5-(piperazin-1-yl)cinnoline-8-carboxamide FC=1C=2N(C=C(C1)NC(=O)C=1C=CC(=C3C=C(N=NC13)OC)N1CCNCC1)C=C(N2)C